CC1(CC=CC(C1)=C(C#N)C#N)C 5,5-dimethylcyclohex-2-en-1-ylidenemalononitrile